C(C1=CC=CC=C1)OC1=CC=C(C=N1)C=1C=C(C=CC1)[C@H](C(=O)N1CC2=C(CCC1)N=C(NC2=O)C2(CC2)C2=CC=CC=C2)O (R)-6-(2-(3-(6-(benzyloxy)pyridin-3-yl)phenyl)-2-hydroxyacetyl)-2-(1-phenylcyclopropyl)-3,5,6,7,8,9-hexahydro-4H-pyrimido[5,4-c]azepin-4-one